(2S)-2-[(3-chloro-4-prop-2-enyloxybenzoyl)amino]-3-phenylpropionic acid ClC=1C=C(C(=O)N[C@H](C(=O)O)CC2=CC=CC=C2)C=CC1OCC=C